[5-[4-[4-chloro-3-[(1-cyanocyclopropyl)carbamoyl] phenyl]pyrazol-1-yl]-1-methyl-4-(trifluoromethyl)pyrazol-3-yl]2-chloro-1,1,2,2-tetrafluoro-ethanesulfonate ClC1=C(C=C(C=C1)C=1C=NN(C1)C1=C(C(=NN1C)OS(=O)(=O)C(C(F)(F)Cl)(F)F)C(F)(F)F)C(NC1(CC1)C#N)=O